[C@@H]1(C[C@H](O)[C@@H](CO)O1)N1C(=O)NC(=S)C(C)=C1 4-thiothymidine